water argon [Ar].O